4-((2S,3S,4S,5S)-3-(3,4-difluoro-2-hydroxyphenyl)-4,5-dimethyl-5-(trifluoromethyl)tetrahydrofuran-2-carboxamido)picolinamide FC=1C(=C(C=CC1F)[C@H]1[C@H](O[C@@]([C@H]1C)(C(F)(F)F)C)C(=O)NC1=CC(=NC=C1)C(=O)N)O